4-fluoro-N,N-dimethylbenzenesulfonamide FC1=CC=C(C=C1)S(=O)(=O)N(C)C